C(C=C)N1N=C(C(=C(C1=O)C(=O)OCC)NC)C1=CC(=CC=C1)[N+](=O)[O-] ethyl 2-allyl-5-(methylamino)-6-(3-nitrophenyl)-3-oxo-pyridazine-4-carboxylate